1,4-diphosphanyl-2,3,5,6-tetrahydroxycyclohexane PC1C(C(C(C(C1O)O)P)O)O